tert-butyl N-[1-[1-(2,6-dioxo-3-piperidinyl)-3-methyl-2-oxo-benzoimidazol-4-yl]-3-fluoro-4-piperidinyl]-N-methyl-carbamate O=C1NC(CCC1N1C(N(C2=C1C=CC=C2N2CC(C(CC2)N(C(OC(C)(C)C)=O)C)F)C)=O)=O